C1(=CC=CC=C1)CCCC1=CC=[N+](C=C1)[O-] 4-(3-phenylpropyl)pyridine-N-oxide